N,1-bis[6-methyl-5-(propan-2-yloxy)pyridin-2-yl]-1H-indol-6-amine CC1=C(C=CC(=N1)NC1=CC=C2C=CN(C2=C1)C1=NC(=C(C=C1)OC(C)C)C)OC(C)C